C(C)OC(=O)C=1NC2=C(C=C(C=C2C1)F)C1CCN(CC1)C(=O)OC(C)(C)C 7-(1-(tert-Butoxycarbonyl)piperidin-4-yl)-5-fluoro-1H-indole-2-carboxylic acid ethyl ester